OC1CCC(CC1)C(=O)N(C)OC 4-hydroxy-N-methoxy-N-methylcyclohexane-1-carboxamide